BrC=1C=2C(N=C3N(C2C=CC1)C1=CC(=CC=C1C31CCCCC1)C1CCC(CC1)CN1CC3(C1)CCN(CC3)C3=C(C=C(C=C3F)N3C(CCCC3=O)=O)F)=O (4-(2-((4-(4'-bromo-5'-oxo-5'H-spiro[cyclohexane-1,7'-indolo[1,2-a]quinazolin]-10'-yl)cyclohexyl)methyl)-2,7-diazaspiro[3.5]nonan-7-yl)-3,5-difluorophenyl)piperidine-2,6-dione